2-(1-(3-cyclopropyl-1,2,4-oxadiazol-5-yl)piperidin-4-yloxy)-5-bromothiazolo[5,4-b]pyridine C1(CC1)C1=NOC(=N1)N1CCC(CC1)OC=1SC2=NC(=CC=C2N1)Br